FC(S(=O)(=O)OC1=CC=2N(C(=C1)Br)C(=CN2)C#N)(F)F 5-bromo-3-cyanoimidazo[1,2-a]pyridin-7-yl trifluoromethanesulfonate